C(C)OC(CC(C1(CCCC1)C)N)=O 3-amino-3-(1-methyl-cyclopentyl)-propionic acid ethyl ester